tert-Butyl 9-(2-(4-(3-(difluoromethyl)-4-(5-morpholinopyrazolo[1,5-a]pyrimidine-3-carboxamido)-1H-pyrazol-1-yl)piperidin-1-yl)ethyl)-3-azaspiro[5.5]undecane-3-carboxylate FC(C1=NN(C=C1NC(=O)C=1C=NN2C1N=C(C=C2)N2CCOCC2)C2CCN(CC2)CCC2CCC1(CCN(CC1)C(=O)OC(C)(C)C)CC2)F